N4-(4-(2-oxa-6-azaspiro[3.3]heptan-6-yl)cyclohexyl)-3-bromo-N2-(2,2,2-trifluoroethyl)benzene-1,2,4-triamine C1OCC12CN(C2)C2CCC(CC2)NC=2C(=C(C(=CC2)N)NCC(F)(F)F)Br